N1[C@H](COCC1)CC(=O)N1CCN(CC1)C1=NC=C(C=N1)C(F)(F)F 2-[(3S)-morpholin-3-yl]-1-[4-[5-(trifluoromethyl)pyrimidin-2-yl]piperazin-1-yl]ethanone